N1=C(C=C(C=C1)[2H])[C@H]1CNCCO1 (R)-2-(pyridin-2-yl-4-d)morpholine